(S)-3-(4-cyano-1H-pyrazol-1-yl)-N-(6-cyano-5-(trifluoromethyl)pyridin-3-yl)-2-hydroxy-2-methylpropanamide C(#N)C=1C=NN(C1)C[C@](C(=O)NC=1C=NC(=C(C1)C(F)(F)F)C#N)(C)O